ClC=1C=CC=C2C=CC(=NC12)NC1=C(C=C(C=C1)OC1CCC1)C1CC1 8-chloro-N-(4-cyclobutoxy-2-cyclopropylphenyl)quinolin-2-amine